N[C@H](C(=O)N1CCN(CC1)C1=CC(=CC=C1)C(F)(F)F)C (S)-2-amino-1-(4-(3-(trifluoromethyl)phenyl)piperazin-1-yl)propan-1-one